1,2-diphenylethylene carbonate C1(OC(C(C2=CC=CC=C2)O1)C1=CC=CC=C1)=O